CCCCC\C=C/C\C=C/CCCCCCCCC(CCCCCCCC\C=C/C\C=C/CCCCC)OCCN(CCNC(OC(C)(C)C)=O)C tert-Butyl (2-((2-(((6Z,9Z,28Z,31Z)-heptatriaconta-6,9,28,31-tetraen-19-yl)oxy)ethyl)(methyl)amino)ethyl)carbamate